C1(=CC=CC=C1)\C=C\C(CCCC)=O (E)-1-phenyl-hept-1-ene-3-one